CN(C(OC(C)(C)C)=O)[C@H](C(=O)NCCOC1=NC(=NC(=C1)NC=1SC(=CN1)C1=CC=CC=C1)C)C tert-butyl N-methyl-N-[(1S)-1-methyl-2-[2-[2-methyl-6-[(5-phenylthiazol-2-yl)amino]pyrimidin-4-yl]oxy ethyl amino]-2-oxo-ethyl]carbamate